C1(=CC=CC=C1)C1N=C2SC3=C(N2C1)C=CC=C3 2,3-dihydro-2-phenylimidazo[2,1-B]benzothiazole